3-((tert-butoxycarbonyl)amino)propyl (E)-3-(2,3-dihydrobenzo[b][1,4]dioxin-6-yl)acrylate O1C2=C(OCC1)C=C(C=C2)/C=C/C(=O)OCCCNC(=O)OC(C)(C)C